BrC1=CC=CC=2NC(=NC21)N 4-bromo-1H-benzo[d]imidazol-2-amine